Cl.ClC=1C(=C(C=CC1)C[C@@H]1NC[C@@H]([C@@H]1NS(=O)(=O)CC)F)F N-{(2S,3R,4S)-2-[(3-chloro-2-fluorophenyl)methyl]-4-fluoropyrrolidin-3-yl}ethanesulfonamide hydrochloride